(R)-7-bromo-2-(tert-butyl)-4-(2,4-dimethoxybenzyl)-2,3,4,5-tetrahydropyrido[2,3-f][1,4]oxazepine BrC=1C=CC2=C(CN(C[C@H](O2)C(C)(C)C)CC2=C(C=C(C=C2)OC)OC)N1